BrC(C)C1=CC(=C(C=C1)C)F 4-(1-Bromoethyl)-2-fluoro-1-methylbenzene